N[C@H](C(=O)N1[C@@H]([C@H]2C([C@H]2C1)(C)C)C(=O)O)[C@@H](C)OC (1R,2S,5S)-3-((2S,3R)-2-amino-3-methoxybutanoyl)-6,6-dimethyl-3-azabicyclo[3.1.0]hexane-2-carboxylic acid